4-Amino-1-[4-[4-[6-chloro-4-(difluoromethyl)-2-pyridyl]piperazin-1-yl]sulfonylphenyl]pyrrolidin-2-one NC1CC(N(C1)C1=CC=C(C=C1)S(=O)(=O)N1CCN(CC1)C1=NC(=CC(=C1)C(F)F)Cl)=O